3-((S)-2-hydroxy-3-((R)-8-(3-oxo-3,4-dihydro-2H-benzo[b][1,4]oxazin-6-ylsulfonyl)-1-oxa-8-azaspiro[4.5]decan-3-ylamino)propoxy)-N-methylbenzenesulfonamide O[C@H](COC=1C=C(C=CC1)S(=O)(=O)NC)CN[C@H]1COC2(C1)CCN(CC2)S(=O)(=O)C2=CC1=C(OCC(N1)=O)C=C2